ClC=1C=C2CCN([C@H](C2=C(C1)Cl)C)C(=O)C1(CNCCC1)F ((S)-6,8-dichloro-1-methyl-3,4-dihydroisoquinolin-2(1H)-yl)(3-fluoropiperidin-3-yl)methanone